trans-4-((4-(5-Isopropylisoxazol-3-yl) pyridin-2-yl)(((trans)-4-(4-methoxy-3-methylphenyl) cyclohexyl)methyl) carbamoyl)cyclohexyl 3-hydroxyazetidine-1-carboxylate OC1CN(C1)C(=O)O[C@@H]1CC[C@H](CC1)C(N(C[C@@H]1CC[C@H](CC1)C1=CC(=C(C=C1)OC)C)C1=NC=CC(=C1)C1=NOC(=C1)C(C)C)=O